2-(6-{5-chloro-2-[(oxacyclohex-4-yl)amino]pyrimidin-4-yl}-1-oxo-2,3-dihydro-1H-isoindol-2-yl)-N-[(1S)-2-hydroxy-1-(5-methylthiophen-3-yl)ethyl]acetamide ClC=1C(=NC(=NC1)NC1CCOCC1)C1=CC=C2CN(C(C2=C1)=O)CC(=O)N[C@H](CO)C1=CSC(=C1)C